N-(3,4-dichloro-2-fluoro-phenyl)-6-[(3R)-pyrrolidin-3-yl]quinazolin-4-amine ClC=1C(=C(C=CC1Cl)NC1=NC=NC2=CC=C(C=C12)[C@@H]1CNCC1)F